C1(=CC=CC=C1)C1=C(C2=C([Se]C3=C2C=CC=C3)C=C1)C1=NN=NC(=C1C1=C(C=CC=C1)C1=CC=CC=C1)C1=CC=CC=C1 Phenyl[phenyl(biphenylyl)triazinyl]dibenzoselenophene